1,4-dimethyl-5-(4,4,5,5-tetramethyl-1,3,2-dioxaborolan-2-yl)triazole CN1N=NC(=C1B1OC(C(O1)(C)C)(C)C)C